ClC1=C(C=C(C=C1)C1=CN(C2=NC(=CC=C21)C(=O)N2C(CNCC2)(C)C)CC2=NC=CC=C2)F 4-(3-(4-chloro-3-fluorophenyl)-1-(pyridin-2-ylmethyl)-1H-pyrrolo[2,3-b]pyridine-6-carbonyl)-3,3-dimethylpiperazin